CC(C(=O)OCCCCCCCCCCCOC1=CC(=C(C=C1)C1=NC(=NC(=N1)C1=C(C=C(C=C1)OCCCCCCCCCCCOC(C(=C)C)=O)O)C1=C(C=C(C=C1C)C)C)O)=C (((6-mesityl-1,3,5-triazine-2,4-diyl)bis(3-hydroxy-4,1-phenylene))bis(oxy))bis(undecane-11,1-diyl) bis(2-methylacrylate)